tert-butyl (3R)-4-[3-(2,6-dibenzyloxy-3-pyridyl)-1-methyl-indazol-6-yl]-3-methyl-piperazine-1-carboxylate C(C1=CC=CC=C1)OC1=NC(=CC=C1C1=NN(C2=CC(=CC=C12)N1[C@@H](CN(CC1)C(=O)OC(C)(C)C)C)C)OCC1=CC=CC=C1